[Li].[Li].OC1=CC=C(C=C1)C1=CC=C(C=C1)O 4,4'-dihydroxybiphenyl dilithium salt